BrC1=NN2C(N=C(C=C2N[C@@H]2C[C@@H](CCC2)NC(OC(C)(C)C)=O)C(F)(F)F)=C1 tert-butyl ((1R,3S)-3-((2-bromo-5-(trifluoromethyl)pyrazolo[1,5-a]pyrimidin-7-yl)amino)cyclohexyl)carbamate